5-((6-Methylpyridin-2-yl)ethynyl)nicotinonitrile CC1=CC=CC(=N1)C#CC=1C=NC=C(C#N)C1